3-((2-azaspiro[3.3]heptan-2-yl)sulfonyl)-5'-methyl-4-pentyl-2'-(prop-1-en-2-yl)-[1,1-biphenyl]-2,6-diol C1N(CC12CCC2)S(=O)(=O)C2=C(C(=C(C=C2CCCCC)O)C2=C(C=CC(=C2)C)C(=C)C)O